5-amino-3-(2-(4-(4-(2-(dimethylamino)ethoxy)phenyl)piperazin-1-yl)ethyl)-8-(furan-2-yl)thiazolo[5,4-e][1,2,4]triazolo[1,5-c]pyrimidin-2(3H)-one NC1=NC2=C(C=3N1N=C(N3)C=3OC=CC3)SC(N2CCN2CCN(CC2)C2=CC=C(C=C2)OCCN(C)C)=O